N-[1-Methyl-3-(trifluoromethyl)-1H-pyrazol-5-yl]-3-(thiophen-2-yl)quinoline CN1N=C(C=C1N1CC(=CC2=CC=CC=C12)C=1SC=CC1)C(F)(F)F